FC=1C=C(CNC(=O)CC2=NN(C(=C2)C=2C=C3N=CC=NC3=CC2)C2=NC(=CC=C2)C)C=CC1 N-(3-fluorobenzyl)-1-(6-methylpyridin-2-yl)-5-(quinoxalin-6-yl)-1H-pyrazole-3-carboxyamide